(3-methyl-1,4-dioxo-1,4-dihydronaphthalen-2-yl)methyl piperidine-1-carbodithioate N1(CCCCC1)C(=S)SCC=1C(C2=CC=CC=C2C(C1C)=O)=O